BrCC1CC(C1)CN1CCN(CC1)C(=O)C1=CC(=C(C=C1)NC1=NC=C(C(=N1)NC)Cl)OC (4-(((1R,3R)-3-(bromomethyl)cyclobutyl)methyl)piperazin-1-yl)(4-((5-chloro-4-(methylamino)pyrimidin-2-yl)amino)-3-methoxyphenyl)methanone